(1-(2-((2-(1-(Cyclopropylsulfonyl)-1H-pyrazol-4-yl)pyrimidin-4-yl)amino)-5-((1-(2,2-difluoroethyl)-1H-pyrrolo[3,2-c]pyridin-3-yl)ethynyl)pyridin-4-yl)-4-methylpiperidin-4-yl)methanol C1(CC1)S(=O)(=O)N1N=CC(=C1)C1=NC=CC(=N1)NC1=NC=C(C(=C1)N1CCC(CC1)(C)CO)C#CC1=CN(C2=C1C=NC=C2)CC(F)F